alpha-methyl-styrene-maleic anhydride C/C=1/C(=O)OC(\C1\C=CC1=CC=CC=C1)=O